N1N=C(C=C1)N1C(CNCC1)=O pyrazolyl-piperazinone